NC=1C=CC(=NC1)C=1C(=NC=CN1)C(C)=O 1-[3-(5-amino-2-pyridyl)pyrazin-2-yl]ethanone